N-(3-(5-cyano-3-morpholinoquinoxalin-6-ylamino)-2,4-difluorophenyl)-3-fluoropropane-1-sulfonamide C(#N)C1=C2N=C(C=NC2=CC=C1NC=1C(=C(C=CC1F)NS(=O)(=O)CCCF)F)N1CCOCC1